O(C1=CC=CC=C1)CC1=CC=C(OC2CN(C2)C=2C(=C(C(=O)O)C=CC2)N2C=CC=C2)C=C1 3-(3-(4-(phenoxymethyl)phenoxy)azetidin-1-yl)-2-(1H-pyrrol-1-yl)benzoic acid